Cl.C1(=CC=CC2=CC=CC=C12)[C@@H](C)NC(C1=CC(=CC=C1)C1CCNCC1)=O N-[(1R)-1-(1-naphthyl)ethyl]3-(4-piperidinyl)benzamide hydrochloride